C(C)(C)(C)C=1C=C(C=C(C1)C(C)(C)C)[N+]1=CN(C2=C1C=CC=C2)C2=CC(=CC=C2)OC2=CC=1N(C3=CC=C(C=C3C1C=C2)C2=C(C=CC(=C2)C#N)C)C2=NC=CC(=C2)C(C)(C)C 1-(3,5-di-tert-butylphenyl)-3-(3-{[6-(5-cyano-2-methylphenyl)-9-(4-tert-butylpyridin-2-yl)carbazol-2-yl]oxy}phenyl)benzimidazolium